C(C)S(=O)(=O)NC1=C(C=C(C=C1)C1=NNC(=C1C(=O)N)NC1=NC(=NC=C1)C(F)(F)F)OCC1=CC=C(C=C1)F 3-(4-(ethylsulfonamido)-3-((4-fluorobenzyl)oxy)phenyl)-5-((2-(trifluoromethyl)pyrimidin-4-yl)amino)-1H-pyrazole-4-carboxamide